1-[3-(4-Fluoro-2-methyl-2H-pyrazol-3-yl)-4-methoxy-phenyl]-3-(4-fluoro-phenyl)-urea FC1=C(N(N=C1)C)C=1C=C(C=CC1OC)NC(=O)NC1=CC=C(C=C1)F